O=C1NC=C(C(N1)=O)C=1C=C(C=2N(N1)C=CN2)N2CC(CC2)C=2C=C(C(=O)OC)C=CC2 methyl 3-(1-(6-(2,4-dioxo-1,2,3,4-tetrahydropyrimidin-5-yl)imidazo[1,2-b]pyridazin-8-yl)pyrrolidin-3-yl)benzoate